ethyl 2,2-difluoro-2-(1-(4-fluoro-2-methylphenyl)-3-(6-methoxy-2-methylpyridin-3-yl)-4-oxo-1,2,3,4-tetrahydroquinazolin-7-yl)acetate FC(C(=O)OCC)(C1=CC=C2C(N(CN(C2=C1)C1=C(C=C(C=C1)F)C)C=1C(=NC(=CC1)OC)C)=O)F